6-chloro-N-(4-nitrophenyl)-2-(trifluoromethyl)-1H-benzo[d]imidazole-4-carboxamide ClC=1C=C(C2=C(NC(=N2)C(F)(F)F)C1)C(=O)NC1=CC=C(C=C1)[N+](=O)[O-]